NC1=NC=CC2=C1C(=NN2[C@H]2C[C@H](N(C2)C(C=C)=O)CCC)I 1-[(2R,4S)-4-[4-amino-3-iodopyrazolo[4,3-c]pyridin-1-yl]-2-propylpyrrolidin-1-yl]prop-2-en-1-one